C(C)(C)(C)OC(NCCCCNC1=C(C=C(C=C1)C(N)=O)N)=O tert-butyl(4-((2-amino-4-carbamoylphenyl)amino)butyl)carbamate